N-[(2,4-dimethoxyphenyl)methyl]-6-[4-methoxy-2-(1H-pyrazol-1-yl)-5-[(1S,2S,6R,8S)-2,9,9-trimethyl-3,5-dioxa-4-boratricyclo[6.1.1.02,6]decan-4-yl]phenyl]-4-methylphthalazin-1-amine COC1=C(C=CC(=C1)OC)CNC1=NN=C(C2=CC(=CC=C12)C1=C(C=C(C(=C1)B1O[C@]2([C@@H]3C([C@H](C[C@H]2O1)C3)(C)C)C)OC)N3N=CC=C3)C